ClC=1C=C(C=CC1)C=1OC=C(N1)C1(C(N(CC1)C)=O)O 3-(2-(3-chlorophenyl)oxazol-4-yl)-3-hydroxy-1-methylpyrrolidin-2-one